6-((1S,6S)-6-aminocyclohex-3-en-1-yl-2,2,3,4,5,5-d6)-7-bromo-2-chloro-N-(furan-2-ylmethyl)thieno[3,2-d]pyrimidin-4-amine N[C@H]1C(C(=C(C([C@@H]1C1=C(C=2N=C(N=C(C2S1)NCC=1OC=CC1)Cl)Br)([2H])[2H])[2H])[2H])([2H])[2H]